2-((1R,5S,6S)-3-(8,8-difluoro-2-((S)-2-methylazetidin-1-yl)-5,8-dihydro-6H-pyrano[3,4-d]pyrimidin-4-yl)-3-azabicyclo[3.1.1]heptan-6-yl)acetic acid FC1(OCCC2=C1N=C(N=C2N2C[C@H]1C([C@@H](C2)C1)CC(=O)O)N1[C@H](CC1)C)F